2-[2-(5-methyl-2-furyl)vinyl]-4,6-bis(trichloromethyl)-1,3,5-triazine CC1=CC=C(O1)C=CC1=NC(=NC(=N1)C(Cl)(Cl)Cl)C(Cl)(Cl)Cl